COC(C(CC1=CC(=CC(=C1)C(F)(F)F)C(F)(F)F)[N+]#[C-])=O METHYL-3-[3,5-BIS(TRIFLUOROMETHYL)-PHENYL]-2-ISOCYANO-PROPIONATE